C(CCCC\C=C/C\C=C/C\C=C/CCCCC)C(=O)CCCCC\C=C/C\C=C/C\C=C/CCCCC Di-γ-Linolenyl Ketone